5-[3-(azetidin-1-ylmethyl)phenyl]cyclopentane-1,2-diol N1(CCC1)CC=1C=C(C=CC1)C1CCC(C1O)O